5-((3-(4-methylpiperazin-1-yl)propyl)amino)pyrido[4,3-e][1,2,3]triazolo[1,5-a]pyrimidine-3-carboxylic acid CN1CCN(CC1)CCCNC1=NC=2N(C3=C1C=CN=C3)N=NC2C(=O)O